(E)-2-((4,7-dimethyl-1,4,7-triazonan-1-yl)methyl)-4-(5-(4-(dimethylamino)styryl)thiophen-2-yl)phenol CN1CCN(CCN(CC1)C)CC1=C(C=CC(=C1)C=1SC(=CC1)\C=C\C1=CC=C(C=C1)N(C)C)O